ClC1=C(C(=O)N(CCCN2C(N(NC(C2=O)=O)C)=S)C)C=CC(=C1)NC=1C=2N(C=CN1)C(=CN2)C2=C(C(=C(C=C2)OCC#N)F)F 2-chloro-4-((3-(4-(cyanomethoxy)-2,3-difluorophenyl)imidazo[1,2-a]pyrazin-8-yl)amino)-N-methyl-N-(3-(2-methyl-5,6-dioxo-3-thioxo-1,2,4-triazinan-4-yl)propyl)benzamide